N-{[3,5-difluoro-4-(propan-2-yl)phenyl](phenyl)methyl}-4-fluoro-1-[2-(1H-1,2,3-triazol-1-yl)acetyl]pyrrolidine-2-carboxamide FC=1C=C(C=C(C1C(C)C)F)C(NC(=O)C1N(CC(C1)F)C(CN1N=NC=C1)=O)C1=CC=CC=C1